N-isopropyl-5-(4-(trifluoromethyl)phenyl)quinoline-2-carboxamide C(C)(C)NC(=O)C1=NC2=CC=CC(=C2C=C1)C1=CC=C(C=C1)C(F)(F)F